C1([C@H](O)[C@H](O)[C@H](O1)CO)CC=1C(NC(NC1)=O)=O D-ribo-furanosylthymine